FC1(CC(C(N(C2=C1C=C(C(=C2)C2=NNC(O2)=O)F)CC2=CC=C(C=C2)N2N=C(N=C2)C(F)(F)F)=O)NC(OC(C)(C)C)=O)F tert-butyl N-[5,5,7-trifluoro-2-oxo-8-(2-oxo-3H-1,3,4-oxadiazol-5-yl)-1-[[4-[3-(trifluoromethyl)-1,2,4-triazol-1-yl]phenyl]methyl]-3,4-dihydro-1-benzazepin-3-yl]carbamate